5-[4-[2-(2,4-dichlorophenoxy)acetylamino]phenyl]-1H-naphtho[1,2-b][1,4]diazepine-2,4(3H,5H)-dione ClC1=C(OCC(=O)NC2=CC=C(C=C2)N2C3=C(NC(CC2=O)=O)C2=CC=CC=C2C=C3)C=CC(=C1)Cl